Ethyl (R)-2-phenylbutyrate C1(=CC=CC=C1)[C@H](C(=O)OCC)CC